FC=1C=C(C=C(C1[N+](=O)[O-])F)C(C(=O)N)C (3,5-difluoro-4-nitrophenyl)-methylacetamide